FC=1C=C(C=C(C1)C1=CSC=C1)CN (3-Fluoro-5-(thiophen-3-yl)phenyl)methylamine